(3-(2H-pyrazolo[4,3-b]pyridin-7-yl)-3,8-diazabicyclo[3.2.1]oct-8-yl)((1S,2R)-2-fluorocyclopropyl)methanone hydrochloride Cl.N=1NC=C2N=CC=C(C21)N2CC1CCC(C2)N1C(=O)[C@H]1[C@@H](C1)F